(2E)-8-bromo-2-methoxyimino-N-(1-methylcyclopropyl)-3-[(1-methylpyrazol-4-yl)methyl]-4-oxo-1H-quinazoline-6-sulfonamide BrC=1C=C(C=C2C(N(/C(/NC12)=N/OC)CC=1C=NN(C1)C)=O)S(=O)(=O)NC1(CC1)C